(3-chloropropyl)trioctylphosphonium ClCCC[P+](CCCCCCCC)(CCCCCCCC)CCCCCCCC